(3S)-3-Amino-2-methyl-butan-2-ol hydrochloride Cl.N[C@H](C(C)(O)C)C